tert-butyl 4-[6-[2-methyl-8-(2-oxo-1-pyridyl)imidazo[1,2-b]pyridazin-6-yl]-1-oxo-2-isoquinolyl]piperidine-1-carboxylate CC=1N=C2N(N=C(C=C2N2C(C=CC=C2)=O)C=2C=C3C=CN(C(C3=CC2)=O)C2CCN(CC2)C(=O)OC(C)(C)C)C1